4-[(4,4-difluorocyclohexyl)methyl]-3-[(2,4-difluorophenyl)methyl]-4,5-dihydro-1,2,4-oxadiazol-5-one FC1(CCC(CC1)CN1C(=NOC1=O)CC1=C(C=C(C=C1)F)F)F